4-(3-(4-((6-((5-fluoro-4-(4-fluoro-1-isopropyl-2-methyl-1H-benzo[d]imidazol-6-yl)pyrimidin-2-yl)amino)pyridin-3-yl)methyl)piperazin-1-yl)azetidin-1-yl)benzamide FC=1C(=NC(=NC1)NC1=CC=C(C=N1)CN1CCN(CC1)C1CN(C1)C1=CC=C(C(=O)N)C=C1)C=1C=C(C2=C(N(C(=N2)C)C(C)C)C1)F